2'-[6-amino-5-(trifluoromethyl)pyridin-3-yl]-N-[(3-fluorobicyclo[1.1.1]pentan-1-yl)methyl]-5',6'-dihydrospiro[azetidine-3,4'-pyrrolo[1,2-b]pyrazole]-1-carboxamide NC1=C(C=C(C=N1)C=1C=C2N(N1)CCC21CN(C1)C(=O)NCC12CC(C1)(C2)F)C(F)(F)F